COC(/C(/C1=C(C=CC=C1)OC1=NC=NC(=C1)OC1=C(C=CC=C1)C#N)=C/OC)=O.C(C)(C)P(C(C)C)CC1=CC=CC2=CC3=CC=CC(=C3N=C12)CP(C(C)C)C(C)C 4,5-bis-(di-i-propylphosphinomethyl)acridine methyl-(αE)-2-[[6-(2-cyanophenoxy)-4-pyrimidinyl]oxy]-α-(methoxymethylene)benzeneacetate